FC=1C=C(CN2C(=NC3=NC=C(C=C32)N3C=CC=2N=CN=C(C23)OC)CCC#N)C=CC1 3-(1-(3-fluorobenzyl)-6-(4-methoxy-5H-pyrrolo[3,2-d]pyrimidin-5-yl)-1H-imidazo[4,5-b]pyridin-2-yl)propanenitrile